(R)-7-((2-((tert-butyldimethylsilyl)oxy)ethyl)sulfonyl)-2-(3-((S)-2,3-diacetoxypropyl)phenyl)-2,6,6-trimethylheptanoic acid [Si](C)(C)(C(C)(C)C)OCCS(=O)(=O)CC(CCC[C@](C(=O)O)(C)C1=CC(=CC=C1)C[C@@H](COC(C)=O)OC(C)=O)(C)C